NC1=C(OCC(C)(O)C)C=CC(=C1)N1CCN(CC1)C (2-amino-4-(4-methylpiperazin-1-yl)phenoxy)-2-methylpropan-2-ol